CN1N=C2CNCCC2=C1C=1SC(=CC1)C 2-methyl-3-(5-methylthiophene-2-yl)-4,5,6,7-tetrahydro-2H-pyrazolo[3,4-c]pyridine